3,3-dimethyl-N-phenylbutane-2-imine CC(C(C)=NC1=CC=CC=C1)(C)C